FC(CN(C1=NC=2N(C3=CC=CC(=C13)F)C(=NN2)C)C2=CC(=NC=C2)C#CC=2C=NC(=CC2)OC)F N-(2,2-difluoroethyl)-6-fluoro-N-(2-((6-methoxypyridin-3-yl)ethynyl)pyridin-4-yl)-1-methyl-[1,2,4]triazolo[4,3-a]quinazolin-5-amine